COC1=C(C=CC(=C1)OC)C1=CC=CC=C1 2,4-dimethoxy-1,1-biphenyl